CN1N=CC2=CC(=CC(=C12)OC1=CC=C(C=C1)OCCCN1C(CCC1)=O)C(=O)N 1-methyl-7-[4-[3-(2-oxopyrrolidin-1-yl)propoxy]phenoxy]indazole-5-carboxamide